2-(2,2-Dimethyl-1-oxa-8-azaspiro[4.5]decan-8-yl)-7-hydroxy-8-(1-(tetrahydro-2H-pyran-2-yl)-1H-pyrazol-5-yl)-4H-chromen-4-one CC1(OC2(CC1)CCN(CC2)C=2OC1=C(C(=CC=C1C(C2)=O)O)C2=CC=NN2C2OCCCC2)C